CN(C[C@H](C1CCOCC1)NC(=O)N1C(C=2N(N=C(C2C1)NC1=NC=CC2=CC(=CC=C12)[N+](=O)[O-])C(=O)OCC)(C)C)C Ethyl (S)-5-((2-(dimethylamino)-1-(tetrahydro-2H-pyran-4-yl)ethyl)carbamoyl)-6,6-dimethyl-3-((6-nitroisoquinolin-1-yl)amino)-5,6-dihydropyrrolo[3,4-c]pyrazole-1(4H)-carboxylate